C(CCCCCCCCCCC)SSC=1NC2=C(N1)C=CC=C2 2-(dodecyldithio)-benzimidazole